Benzylthiophosphate C(C1=CC=CC=C1)OP(=S)([O-])[O-]